C(#N)[C@H]1[C@@H](COCC1)N1N=CC(=C1)C(=O)N 1-(trans-4-cyanotetrahydropyran-3-yl)pyrazole-4-carboxamide